1,3,5-trimethyl-1H-pyrrole-2-carboxylic acid CN1C(=C(C=C1C)C)C(=O)O